CC1=CC=CC(=N1)C1=NC=CC(=N1)NC1=NC(=NC=C1)NC1=CC=C(C=C1)N1C(CNCC1)CC(=O)O[C@H]1CN(CC1)C (R)-1-methylpyrrolidin-3-yl 2-(1-(4-((4-((2-(6-methylpyridin-2-yl)pyrimidin-4-yl)amino)pyrimidin-2-yl)amino)phenyl)piperazin-2-yl)acetate